SCCC[Si](C)(OC)OC γ-Mercaptopropyldimethoxy-methylsilane